C(C)OC=1C=C2C(=NC(=NC2=CC1OC)C)N[C@H](C)C1=CC(=CC=C1)C=1C=NNC1 6-ethoxy-7-methoxy-2-methyl-N-{(1R)-1-[3-(1H-pyrazol-4-yl)phenyl]ethyl}quinazolin-4-amine